(S)-4-(7-(N-(1-Cyanocyclopropyl)sulfamoyl)-9-(5-(difluoromethyl)-1,3,4-thiadiazol-2-yl)-9H-pyrimido[4,5-b]indol-4-yl)-N,N,2-trimethylpiperazine-1-carboxamide C(#N)C1(CC1)NS(=O)(=O)C1=CC=C2C3=C(N(C2=C1)C=1SC(=NN1)C(F)F)N=CN=C3N3C[C@@H](N(CC3)C(=O)N(C)C)C